2,8-bis[3-(dibenzothiophen-4-yl)phenyl]benzofuro[2,3-b]pyrazine C1=CC=C(C=2SC3=C(C21)C=CC=C3)C=3C=C(C=CC3)C=3N=C2C(=NC3)OC3=C2C=C(C=C3)C3=CC(=CC=C3)C3=CC=CC2=C3SC3=C2C=CC=C3